nitro-dicyclohexyl-decene [N+](=O)([O-])C(=C(C1CCCCC1)C1CCCCC1)CCCCCCCC